2-tert.Butyl-1,4-Dibromobenzol C(C)(C)(C)C1=C(C=CC(=C1)Br)Br